C(C)C(C(=O)[O-])CCCC.CN1C=[N+](C=C1)CCCCCCCC 1-methyl-3-octylimidazolium 2-ethylhexanoate